N-benzyl-N-[7-chloro-6-hydroxy-3-(piperidin-1-ylcarbonyl)-1-benzothien-2-yl]acetamide C(C1=CC=CC=C1)N(C(C)=O)C=1SC2=C(C1C(=O)N1CCCCC1)C=CC(=C2Cl)O